COC(=O)C1=C(C=NC=C1)NC[C@@H]1CCOC2=C1C=CC(=C2)N(C2=CC=C(C=C2)N2CCCC2)C 3-({[(4R)-7-{methyl-[4-(pyrrolidin-1-yl)phenyl]amino}-3,4-dihydro-2H-1-benzopyran-4-yl]methyl}amino)pyridine-4-carboxylic acid methyl ester